C(C)(=O)OC1=C(C=C2NC=NC2=N1)OC(C)=O diacetyloxydeazapurine